5-(2,2,2-trifluoroacetyl)cyclopentan-1-one FC(C(=O)C1CCCC1=O)(F)F